N-(5-(azetidine-3-carboxamido)-2-methylpyridin-3-yl)-6-(1-methyl-1H-pyrazol-4-yl)pyrazolo[1,5-a]pyrazine-3-carboxamide trifluoroacetate FC(C(=O)O)(F)F.N1CC(C1)C(=O)NC=1C=C(C(=NC1)C)NC(=O)C=1C=NN2C1C=NC(=C2)C=2C=NN(C2)C